ON=NS(=O)(=O)O Hydroxyl-diazenesulfonic acid